C(C)SC(=O)SC(C(=O)O)CCC ((ethylsulfanyl)carbonylsulfanyl)pentanoic acid